4'-(anthracene-9,10-diyl) dibenzoate C(C1=CC=CC=C1)(=O)OC=1C2=CC=CC=C2C(=C2C=CC=CC12)OC(C1=CC=CC=C1)=O